C1(=CC=CC=C1)S(=O)(=O)OC=1C=C(C=CC1)NC(=O)NC1=CC(=CC=C1)OS(=O)(=O)C1=CC=C(C=C1)OC N-[3-(phenylsulfonyloxy)phenyl]-N'-[3-(p-methoxybenzenesulfonyloxy)phenyl]urea